N[C@@H]1CN(CC[C@H]1F)C1=NC2=C(N1CC(=O)N(C)C)C=C(C=C2)F 2-(2-((3r,4r)-3-amino-4-fluoropiperidin-1-yl)-6-fluoro-1H-benzo[d]imidazol-1-yl)-N,N-dimethylacetamide